dimyristoyl-amide C(CCCCCCCCCCCCC)(=O)[N-]C(CCCCCCCCCCCCC)=O